CN(C1(CCC2(CN(C(N2CC2(CCC2)O)=O)C=2C=CC(=NC2)C(=O)NCC2(CCC2)O)CC1)C1=CC=CC=C1)C 5-[8-dimethylamino-1-[(1-hydroxy-cyclobutyl)-methyl]-2-oxo-8-phenyl-1,3-diazaspiro[4.5]decan-3-yl]-N-[(1-hydroxy-cyclobutyl)-methyl]-pyridine-2-carboxylic acid amide